4-((2-((cis)-4-(2,4-Difluoro-6-methylphenyl)cyclohexyl)-ethyl)amino)tetrahydro-2H-pyran FC1=C(C(=CC(=C1)F)C)[C@H]1CC[C@H](CC1)CCNC1CCOCC1